CN(C=1C=C(C=CC1)C1N(CCC1)C1=CC(=CC(N1)=O)N1[C@@H](COCC1)C)C 6-[2-[3-(dimethylamino)phenyl]pyrrolidin-1-yl]-4-[(3R)-3-methylmorpholin-4-yl]-1H-pyridin-2-one